FC(=C(F)F)F anti-tetrafluoroethylene